ClC=1C(=CC=2N(C1)C=C(N2)C(C(=O)NC2=CC(=NN2C(=O)OC(C)(C)C)C2CC2)C)C tert-butyl 5-(2-(6-chloro-7-methylimidazo[1,2-a]pyridin-2-yl) propanamido)-3-cyclopropyl-1H-pyrazole-1-carboxylate